2-[4-(1,3-benzothiazol-2-ylmethyl)piperazin-1-yl]-N-ethylsulfonyl-4-isobutyl-benzamide S1C(=NC2=C1C=CC=C2)CN2CCN(CC2)C2=C(C(=O)NS(=O)(=O)CC)C=CC(=C2)CC(C)C